BrC=1C(=CC=C2C(=C(N=CC12)C(=O)OC)O)F methyl 8-bromo-7-fluoro-4-hydroxyisoquinoline-3-carboxylate